((3-(2-(2-Chloro-6-fluorophenyl)acetamido)-5-(trifluoromethyl)phenyl)carbamoyl)(3-((1R,4R)-4-((dimethylamino)methyl)cyclohexyl)-1,2,3-oxadiazol-3-ium-5-yl)amide ClC1=C(C(=CC=C1)F)CC(=O)NC=1C=C(C=C(C1)C(F)(F)F)NC(=O)[N-]C1=C[N+](=NO1)C1CCC(CC1)CN(C)C